N1=CN=C(C2=C1NC=C2)C=2C=NN(C2)C2(CN(C2)C2CCN(CC2)C(=O)C2CC1=CC=CC=C1CC2)CC#N {3-[4-(7H-pyrrolo[2,3-d]pyrimidin-4-yl)-1H-pyrazol-1-yl]-1-[1-(1,2,3,4-tetrahydronaphthalen-2-ylcarbonyl)piperidin-4-yl]azetidin-3-yl}acetonitrile